N-(2-(dimethylamino)ethyl)-6-isopropyl-5-(8-methyl-[1,2,4]triazolo[1,5-a]pyridin-6-yl)-4H-pyrrolo[3,2-d]thiazole-2-carboxamide CN(CCNC(=O)C=1SC2=C(N1)C(=C(N2)C=2C=C(C=1N(C2)N=CN1)C)C(C)C)C